8-chloro-3-cyclobutyl-N-((4,4-difluoro-1-hydroxy-3-methylcyclohexyl)methyl)indolizine-1-carboxamide ClC1=CC=CN2C(=CC(=C12)C(=O)NCC1(CC(C(CC1)(F)F)C)O)C1CCC1